3-(2-methylthiazol-5-yl)-7,8-dihydro-1,6-naphthyridin CC=1SC(=CN1)C=1C=NC=2CCN=CC2C1